C(C)(C)(C)C1=NC2=CC=CC=C2C12C(N(C1=CC=CC=C21)S(=O)(=O)C2=CC=C(C)C=C2)=O 2-(tert-Butyl)-1'-tosylspiro[indole-3,3'-indolin]-2'-one